Trans-tert-butyl N-[(3R)-1-[4-[4-[6-chloro-4-[difluoro-[4-(2-hydroxyethylcarbamoyl)cyclohexyl]methyl]-2-pyridyl]piperazin-1-yl]sulfonylphenyl]-5-oxo-pyrrolidin-3-yl]carbamate ClC1=CC(=CC(=N1)N1CCN(CC1)S(=O)(=O)C1=CC=C(C=C1)N1C[C@@H](CC1=O)NC(OC(C)(C)C)=O)C([C@@H]1CC[C@H](CC1)C(NCCO)=O)(F)F